[C@H](C)(CC)O (S)-sec-butanol